tert-Butyl (2SR,4RS)-2-cyclopropyl-4-[4-(3-iodo-5-methoxy-imidazo[1,2-a]pyridin-7-yl)-5-methyl-triazol-1-yl]piperidine-1-carboxylate C1(CC1)[C@H]1N(CC[C@H](C1)N1N=NC(=C1C)C1=CC=2N(C(=C1)OC)C(=CN2)I)C(=O)OC(C)(C)C |r|